1-heptyl-3-Methylpyrrolidinium methanesulfonate CS(=O)(=O)[O-].C(CCCCCC)[NH+]1CC(CC1)C